(8-ethyl-3-(methoxymethoxy)naphthalen-1-yl)-4,4,5,5-tetramethyl-1,3,2-dioxaborolan C(C)C=1C=CC=C2C=C(C=C(C12)B1OC(C(O1)(C)C)(C)C)OCOC